CC1(C(C2=CC=C(C=C2C1)C1=CC=C(C=C1)OCCC)NC(O[C@@H]1CN2CCC1CC2)=O)C (S)-quinuclidin-3-yl (2,2-dimethyl-5-(4-propoxyphenyl)-2,3-dihydro-1H-inden-1-yl)carbamat